COC1=NC=C(C=C1NS(=O)(=O)C1=C(N=C(S1)C)C)C=1C=C2C(=NC=NC2=CC1)N1CCN(CC1)C(\C=C\C(C)=O)=O (E)-N-(2-methoxy-5-(4-(4-(4-oxopent-2-enoyl)piperazin-1-yl)quinazolin-6-yl)pyridin-3-yl)-2,4-dimethylthiazole-5-sulfonamide